2-[(10-methylundecanoyl)amino]-β-D-glucopyranuronic acid CC(CCCCCCCCC(=O)N[C@@]1([C@H](O)O[C@@H]([C@H]([C@@H]1O)O)C(=O)O)O)C